OC(CNC(C1=CC=CC=C1)=O)(C)C N-(2-hydroxy-2-methylpropyl)benzamide